FC(OC=1C=CC(=NC1)OC(=O)N1C[C@@H](CC(C1)(F)F)N1C(CCC(C1)C)=O)(F)F.FC1=C(C=C(C(=C1)F)F)C=O (2,4,5-trifluorophenyl)methanone 5-(trifluoromethoxy)pyridin-2-yl-(3'R)-5',5'-difluoro-5-methyl-2-oxo[1,3'-bipiperidine]-1'-carboxylate